COC1=CC=C(C=C1)C1=NOC(=N1)N1CCC(CC1)C(=O)NC=1C=C2C=CN(C2=CC1)C 1-(3-(4-Methoxyphenyl)-1,2,4-oxadiazol-5-yl)-N-(1-methyl-1H-indol-5-yl)piperidine-4-carboxamide